2E,5Z-Undecadienal C(\C=C\C=C/CCCCCC)=O